methyl (1r,2'R,4R)-4-[(3-chlorophenyl)(trifluoroacetyl)amino]-6'-(1,3-dioxan-2-yl)-2'-[(2R)-3-hydroxy-2-methylpropyl]-2',3'-dihydrospiro[cyclohexane-1,1'-indene]-4-carboxylate ClC=1C=C(C=CC1)N(C1(CCC2([C@@H](CC3=CC=C(C=C23)C2OCCCO2)C[C@H](CO)C)CC1)C(=O)OC)C(C(F)(F)F)=O